C(C1CO1)OCCC[Si](O[Si](CCCOCC1CO1)(C)C)(C)C 1,3-Bis(3-glycidyl-oxypropyl)tetramethyldisiloxan